9,9-dimethyl-9H-fluorene-2-amine CC1(C2=CC=CC=C2C=2C=CC(=CC12)N)C